(S)-10,11-dihydro-5H-dibenzo[b,f]azepine C1=CC=CC=2NC3=C(CCC21)C=CC=C3